5-chloro-1-(1-methylcyclopropyl)-1H-pyrazol ClC1=CC=NN1C1(CC1)C